3-(3-benzylsulfanylphenoxy)piperidine-2,6-dione C(C1=CC=CC=C1)SC=1C=C(OC2C(NC(CC2)=O)=O)C=CC1